ClC1=CC=C(CN2N=C(C=CC2=O)C2=CC=C(C=C2)OC(F)(F)F)C=C1 2-(4-chlorobenzyl)-6-(4-(trifluoromethoxy)phenyl)pyridazin-3(2H)-one